C(C)OC1=CC2=C(C(=NO2)N2C(N3[C@H](CC2)C([C@@H](C3)NS(=O)(=O)CC)(F)F)=O)C(=C1)C1=C(C=C(C=C1F)F)F N-{(4aR,6R)-2-[6-ethoxy-4-(2,4,6-trifluorophenyl)-1,2-benzoxazol-3-yl]-5,5-difluoro-1-oxooctahydropyrrolo[1,2-c]pyrimidin-6-yl}ethanesulfonamide